CC1=CNC2=CC=C(C=C12)S(=O)(=O)N1CCCCC1 3-methyl-5-(1-piperidylsulfonyl)-1H-indole